triethoxyoctane C(C)OC(CCCCCCC)(OCC)OCC